C(CCCCCCC)(=O)C1=C(C=CC=C1[C@H]1[C@@H](COCC1)CN(C)C)[O-] Octanoyl-3-[(3R,4R)-3-(dimethylaminomethyl)tetrahydropyran-4-yl]phenolate